tert-butyl-(R)-pyrrolidine-3-carbonitrile C(C)(C)(C)N1C[C@@H](CC1)C#N